(3-((2-amino-3-chloro-5-fluoropyridin-4-yl)ethynyl)-6-((3S,4S)-4-amino-3-methyl-2-oxa-8-azaspiro[4.5]decan-8-yl)-1H-pyrazolo[3,4-b]pyrazin-5-yl)methanol NC1=NC=C(C(=C1Cl)C#CC1=NNC2=NC(=C(N=C21)CO)N2CCC1([C@@H]([C@@H](OC1)C)N)CC2)F